CC(C)(C)C(=O)[O-] The molecule is a monocarboxylic acid anion resulting from the removal of a proton from the carboxy group of pivalic acid. It is a conjugate base of a pivalic acid.